FC1=C(C=CC(=C1)C(N[C@@H]1COCC1)=O)N1CCN(CC1)C(=O)OC(C)(C)C (S)-tert-butyl 4-(2-fluoro-4-((tetrahydrofuran-3-yl)carbamoyl)phenyl)piperazine-1-carboxylate